N-(4-((2-(1,1-difluoroethyl)-6-methylpyrimidin-4-yl)amino)-5-(1,5-dimethyl-1H-pyrazol-3-yl)pyridin-2-yl)acetamide FC(C)(F)C1=NC(=CC(=N1)NC1=CC(=NC=C1C1=NN(C(=C1)C)C)NC(C)=O)C